O=C1NC2=C(SC13CN(CC3)C(=O)[O-])C=CC=C2 3-oxo-3,4-dihydrospiro[benzo[b][1,4]thiazine-2,3'-pyrrolidine]-1'-carboxylate